FC=1C=C2C(=C(C(N(C2=CC1)C)=O)[N+](=O)[O-])N1CCN(CC1)CC1=CC(=CC=C1)F 6-Fluoro-4-{4-[(3-fluorophenyl)methyl]piperazin-1-yl}-1-methyl-3-nitro-1,2-dihydrochinolin-2-on